1-cyanoethyl-2-phenyl-3,5-dicyanoethoxymethylimidazole C(#N)C(C)C=1N(C(=NC1C#N)COCCC1=CC=CC=C1)C#N